C1(CC1)C(=O)NC1=NC=C(C(=O)NC)C(=C1)NC1=CN(C2=C1C(N(C=C2)C)=O)C 6-(Cyclopropanecarboxamido)-4-((1,5-dimethyl-4-oxo-4,5-dihydro-1H-pyrrolo[3,2-c]pyridin-3-yl)amino)-N-methylnicotinamide